3-(6-fluoro-5-((4-(4'-fluoro-3,4,5,6-tetrahydro-[1,1'-biphenyl]-2-carbonyl)piperazin-1-yl)methyl)-1-oxoisoindolin-2-yl)piperidine-2,6-dione FC1=C(C=C2CN(C(C2=C1)=O)C1C(NC(CC1)=O)=O)CN1CCN(CC1)C(=O)C1=C(CCCC1)C1=CC=C(C=C1)F